Cl.C(C1=CC=CC=C1)N1CCC(CC1)N1N=CC(=CC1=O)C1=CC=CC=C1 2-(1-Benzylpiperidin-4-yl)-5-phenylpyridazin-3(2H)-on Hydrochlorid